tert-Butyl ((1S,2S,4S)-4-(3-chloro-5-fluorophenyl)-2-(dimethylamino)cyclohexyl)-carbamate ClC=1C=C(C=C(C1)F)[C@@H]1C[C@@H]([C@H](CC1)NC(OC(C)(C)C)=O)N(C)C